BrCC(=O)C1=CC(=C(C=C1)Cl)Cl 2-bromo-1-(3,4-dichlorophenyl)ethanone